(2e,4e)-5-(benzo[d][1,3]dioxol-5-yl)-1-(3,5-dimethyl-pyrazol-1-yl)penta-2,4-dien-1-one O1COC2=C1C=CC(=C2)/C=C/C=C/C(=O)N2N=C(C=C2C)C